C(C)(C)(C)NCCO 2-(tertiary butyl-amino)ethanol